BrC1=C(C=CC=C1C=1C(=NN(C1)CC)C(F)(F)F)O 2-bromo-3-(1-ethyl-3-(trifluoromethyl)-1H-pyrazol-4-yl)phenol